C(C)OP(=O)(OCC)C(=C)P(=O)(OCC)OCC 1,1-Bis(diethoxyphosphoryl)ethylene